FC(C(=O)O)(F)F.C(CCC)C1=NC=2C(=C(N=NC2N)OC(C)C)N1 2-butyl-7-isopropoxy-1H-imidazo[4,5-d]pyridazin-4-amine 2,2,2-trifluoroacetate